1-(2-(4-(trifluoromethyl)piperidin-1-yl)quinoxalin-6-yl)cyclohexane-1,4-diamine FC(C1CCN(CC1)C1=NC2=CC=C(C=C2N=C1)C1(CCC(CC1)N)N)(F)F